(E)-3-fluoro-4-hydroxy-5-((methoxyimino)methyl)-N-(5-(3-(pyrrolidin-1-yl)phenyl)thiazol-2-yl)benzamide FC=1C=C(C(=O)NC=2SC(=CN2)C2=CC(=CC=C2)N2CCCC2)C=C(C1O)/C=N/OC